C(C)(C)(C)OC(N(C)CCN(C)CCOC=1C=C2CC(NC2=CC1Cl)=O)=O N-[2-[2-(6-chloro-2-oxo-indolin-5-yl)oxyethyl-methyl-amino]ethyl]-N-methyl-carbamic acid tert-butyl ester